5-(4-(1-methyl-4-(trifluoromethyl)-1H-imidazol-2-yl)benzyl)-3-(2-methoxy-6-methylphenyl)pyrrole CN1C(=NC(=C1)C(F)(F)F)C1=CC=C(CC2=CC(=CN2)C2=C(C=CC=C2C)OC)C=C1